2-(benzylamino)-5-chlorobenzamide C(C1=CC=CC=C1)NC1=C(C(=O)N)C=C(C=C1)Cl